C1(CC1)C(=O)NNC(CC12CC(C1)(C2)C2CN(C2)C(=O)OC(C)(C)C)=O tert-butyl 3-[3-[2-[2-(cyclopropanecarbonyl)hydrazino]-2-oxo-ethyl]-1-bicyclo[1.1.1]pentanyl]azetidine-1-carboxylate